C(C)OC(=O)C1=CC2=C(N=CS2)C(=C1)C(=C)C 4-(prop-1-en-2-yl)benzo[d]Thiazole-6-carboxylic acid ethyl ester